O1N=C(C=C1)CCCCN1CCN(CC1)CCC1=CC(=NO1)CCCN1CCNCC1 5-(2-(4-(4-(isoxazol-3-yl)butyl)piperazin-1-yl)ethyl)-3-(3-(piperazin-1-yl)propyl)isoxazole